N1C(=NC2=C1C=CC=C2)CC2=CC=C(C1=CC=CC=C21)C=2N=C(N1C2C(=NC=C1)Cl)CN1CCN(CC1)C(=O)OC(C)(C)C tert-Butyl 4-((1-(4-((1H-benzo[d]imidazol-2-yl)methyl)naphthalen-1-yl)-8-chloroimidazo[1,5-a]pyrazin-3-yl)methyl)piperazine-1-carboxylate